8-(4-fluoro-1H-indole-2-carbonyl)-N-(4-fluoro-3-oxo-1-(2-oxopyrrolidin-3-yl)butan-2-yl)-5-oxa-8-azaspiro[3.5]nonane-9-carboxamide FC1=C2C=C(NC2=CC=C1)C(=O)N1CCOC2(CCC2)C1C(=O)NC(CC1C(NCC1)=O)C(CF)=O